C1(CC1)CN1C(C=CC=2CN(CCC12)C)=O 1-(cyclopropylmethyl)-6-methyl-5,6,7,8-tetrahydro-1,6-naphthyridin-2(1H)-one